NC(C(C(NO)=O)NC(C1=CC=C(C=C1)C#CC1=CC=C(C=C1)[N+](=O)[O-])=O)(C)C N-[2-amino-1-(hydroxycarbamoyl)-2-methyl-propyl]-4-[2-(4-nitrophenyl)ethynyl]benzamide